trans-1-(6-((4-tert-butylphenyl)amino)pyrimidin-4-yl)-4-(3,4-dihydroisoquinolin-2(1H)-yl)piperidine C(C)(C)(C)C1=CC=C(C=C1)NC1=CC(=NC=N1)N1CCC(CC1)N1CC2=CC=CC=C2CC1